5-bromo-6-tert-butyl-2-chloropyridine-3-carboxylic acid BrC=1C=C(C(=NC1C(C)(C)C)Cl)C(=O)O